CN1[C@@H]([C@H](CC1=O)C(=O)NCCCOCCCOCCC(=O)OC(C)(C)C)C=1C=NC=CC1 tert-Butyl 3-(3-(3-((2S,3S)-1-methyl-5-oxo-2-(pyridin-3-yl)pyrrolidine-3-carboxamido) propoxy)propoxy)propanoate